FC=1C=C(CN2N=CC(=C2)CNC2=NC=3N([C@@H](C(NC3C(=N2)C)=O)C)C)C=C(C1OC)F (R)-2-(((1-(3,5-difluoro-4-methoxybenzyl)-1H-pyrazol-4-yl)methyl)amino)-4,7,8-trimethyl-7,8-dihydropteridin-6(5H)-one